1,1,1-trifluoro-3-iodo-2,2-dimethylpropane FC(C(CI)(C)C)(F)F